NC=1C2=C(N=CN1)N(C(=C2C=2C=NC(=NC2)C(F)(F)F)C#N)[C@@H](C)C=2C=NN(C2)C2=C(C=CC=C2)F 4-amino-7-{(1S)-1-[1-(2-fluorophenyl)-1H-pyrazol-4-yl]ethyl}-5-[2-(trifluoromethyl)pyrimidin-5-yl]-7H-pyrrolo[2,3-d]pyrimidine-6-carbonitrile